Cl.Cl.NC1=CC=C(C(=N1)C)CNC([C@H](C)NC(=O)[C@@H]1NC[C@H](C1)CC=1SC(=CC1)Cl)=O (2R,4R)-N-((S)-1-(((6-amino-2-methylpyridin-3-yl)methyl)amino)-1-oxopropan-2-yl)-4-((5-chlorothien-2-yl)methyl)pyrrolidine-2-carboxamide dihydrochloride